1-(2,7-dichloro-8-fluoro-pyrido[4,3-d]pyrimidin-4-yl)piperidin-4-one ClC=1N=C(C2=C(N1)C(=C(N=C2)Cl)F)N2CCC(CC2)=O